4-(4-Formylphenoxy)butyl-N,N-dimethylhydroxyethylammonium bromide [Br-].C(=O)C1=CC=C(OCCCC[N+](C)(C)CCO)C=C1